NC1=C(C(=NC=2N1N=C(C2CCC)C)S(=O)(=O)C)C#N 7-amino-2-methyl-5-(methylsulfonyl)-3-propylpyrazolo[1,5-a]pyrimidine-6-carbonitrile